tert-butyliminocyclopentadienyl-niobium ethoxide [O-]CC.C(C)(C)(C)N=[Nb+2]C1C=CC=C1.[O-]CC